6-(5-(benzo[d][1,3]dioxol-5-yl)-1,2,3,4-tetrahydronaphthalen-8-yloxy)-N-allylhexan-1-amine O1COC2=C1C=CC(=C2)C2=C1CCCCC1=C(C=C2)OCCCCCCNCC=C